N-(2,6-dioxo-3-piperidyl)-2-propyl-isoindoline-1-carboxamide O=C1NC(CCC1NC(=O)C1N(CC2=CC=CC=C12)CCC)=O